1,1,1,3,3-pentamethyl-5,5,5-triethoxytrisiloxane C[Si](O[Si](O[Si](OCC)(OCC)OCC)(C)C)(C)C